F\C(=C/CC)\C1=C(N(C2=CC=CC=C12)CC(C(=O)N)(C)C)C1=CC=CC=C1 (Z)-3-(3-(1-Fluorobut-1-en-1-yl)-2-phenyl-1H-indol-1-yl)-2,2-dimethylpropanamide